ClC1=CC(=C(COC=2C=C(C=CC2)C=2CCNCC2)C=C1)F 4-(3-((4-chloro-2-fluorobenzyl)oxy)phenyl)-1,2,3,6-tetrahydropyridine